germanium-zinc sulphide [S-2].[Zn+2].[Ge+2].[S-2]